C[C@H]1O[C@H](CC(C1)O)C (2R,6S)-2,6-dimethyloxan-4-ol